The molecule is a member of the class of isocoumarins that is asperentin-8-O-methylether substituted by a hydroxy group at position 5'. It has been isolated from Chaetomium globosum and Aspergillus flavus. It has a role as an Aspergillus metabolite and a Chaetomium metabolite. It is an aromatic ether, a member of isocoumarins, a member of phenols and a member of pyrans. It derives from an asperentin. C[C@H]1C(CC[C@@H](O1)CC2CC3=C(C(=CC(=C3)O)OC)C(=O)O2)O